N-(4-(4-aminothieno[2,3-d]pyrimidin-5-yl)phenyl)-N'-(2-fluoro-5-(trifluoromethyl)phenyl)urea NC=1C2=C(N=CN1)SC=C2C2=CC=C(C=C2)NC(=O)NC2=C(C=CC(=C2)C(F)(F)F)F